1-{4-[2-(1,3-benzodioxol-5-yl)-1-cyanovinyl]phenyl}-3,4,5-trimethoxybenzamide O1COC2=C1C=CC(=C2)C=C(C#N)C2=CC=C(C=C2)C2(C(=O)N)CC(=C(C(=C2)OC)OC)OC